N-((1-(5-(4-(hydroxymethyl)phenyl)-6-phenylpyrazin-2-yl)piperidin-4-yl)methyl)pivaloamide OCC1=CC=C(C=C1)C=1N=CC(=NC1C1=CC=CC=C1)N1CCC(CC1)CNC(C(C)(C)C)=O